2-methyl-benzimidazole CC=1NC2=C(N1)C=CC=C2